Bis-(hydroxyphenyl)sulfoxide OC1=C(C=CC=C1)S(=O)C1=C(C=CC=C1)O